OC[C@@]12[C@H]3[C@@H]([C@H](C(OCC1)O2)NC(C)=O)OC(O3)(C)C N-((3aR,4R,9R,9aR)-9-(Hydroxymethyl)-2,2-dimethylhexahydro-5H-5,9-epoxy[1,3]dioxolo[4,5-d]oxocin-4-yl)acetamide